3,4-di(4-methylphenyl)benzene CC1=CC=C(C=C1)C=1C=CC=CC1C1=CC=C(C=C1)C